(3R,5'S)-1'-((S)-2-amino-3-cyclopropylpropionyl)-2-oxospiro[indole-3,3'-pyrrolidine]-5'-carbonitrile hydrochloride Cl.N[C@H](C(=O)N1C[C@]2(C[C@H]1C#N)C(NC1=CC=CC=C12)=O)CC1CC1